C1(=CC=C(C=C1)C(CSC=1OC(=NN1)COC1=CC(=CC(=C1)Cl)Cl)=O)C1=CC=CC=C1 1-((1,1'-biphenyl)-4-yl)-2-((5-((3,5-dichlorophenoxy)methyl)-1,3,4-oxadiazol-2-yl)thio)ethan-1-one